3-methyl-pent-1-ene CC(C=C)CC